2-(dimethylamino)naphthalene CN(C1=CC2=CC=CC=C2C=C1)C